3-(5-(6-phenylpyridin-3-yl)-1H-pyrazol-3-yl)pyrrolidine-1-carbonitrile C1(=CC=CC=C1)C1=CC=C(C=N1)C1=CC(=NN1)C1CN(CC1)C#N